C(C)(C)(C)C=1C=C(CN(C(CN(S(=O)(=O)C2=C(C(=C(C(=C2F)F)F)F)F)CC2=CC=C(C=C2)Cl)=O)C=2C=CC3=C(OC(OC3=O)(C)C)C2)C=C(C1)C1CC1 N-(3-(tert-butyl)-5-cyclopropylbenzyl)-2-(N-(4-chlorobenzyl)-(2,3,4,5,6-pentafluorophenyl)sulfonamido)-N-(2,2-dimethyl-4-oxo-4H-benzo[d][1,3]dioxin-7-yl)acetamide